BrC1=CC2=C(C(=C(S2)CO)F)C=C1 (6-bromo-3-fluoro-1-benzothiophen-2-yl)methanol